FC=1C=C(C=CC1OC=1C=C2C=NN(C2=CC1C=1C=NN(C1)C(=O)OC(C)(C)C)C)NC(=O)C=1C(N(C(=CC1)OC)C1=CC=C(C=C1)F)=O N-(3-fluoro-4-(1-methyl-6-(1-Boc-pyrazol-4-yl)-1H-indazol-5-yloxy)phenyl)-6-methoxy-2-oxo-1-(4-fluorophenyl)-1,2-dihydropyridine-3-carboxamide